NC1=C2N=CN(C2=NC=N1)C[C@@H](C)OCP(OCCCOCCCCCCCCCCCCCC#CC(F)(F)F)(O)=O 3-((16,16,16-trifluorohexadec-14-yn-1-yl)oxy)propyl hydrogen ((((R)-1-(6-amino-9H-purin-9-yl)propan-2-yl)oxy)methyl)phosphonate